ClC1=CC(=C(C(=O)NC=2SC3=C(N2)C(=CC(=C3)C(=O)O)F)C=C1)OC 2-(4-chloro-2-methoxybenzamido)-4-fluorobenzo[d]thiazole-6-carboxylic acid